N,N-diethyl-levulinic acid amide C(C)N(C(CCC(=O)C)=O)CC